C1(CC1)C=1C=C(C=2N(C1)C=C(N2)CN2C(C1=CC=CC=C1C2=O)=O)CO 2-((6-cyclopropyl-8-(hydroxymethyl)imidazo[1,2-a]pyridin-2-yl)methyl)isoindoline-1,3-dione